CC1(CCC(CN1)NC1=NC=C(C(=N1)C1=CNC=2C(N(CCCC21)C2COC2)=O)C(F)(F)F)C 3-{2-[(6,6-dimethylpiperidin-3-yl)amino]-5-(trifluoromethyl)pyrimidin-4-yl}-7-(oxetan-3-yl)-1H,4H,5H,6H,7H,8H-pyrrolo[2,3-c]azepin-8-one